copper chloro[1,3-bis(2,6-diisopropylphenyl)imidazol-2-ylidene]copper (I) Cl[Cu-2]=C1N(C=CN1C1=C(C=CC=C1C(C)C)C(C)C)C1=C(C=CC=C1C(C)C)C(C)C.[Cu+2]